3-methyl-2-(3-(4,4,5,5-tetramethyl-1,3,2-dioxaborolan-2-yl)-7,8-dihydro-1,6-naphthyridin-6(5H)-yl)-6,7-dihydro-5H-pyrrolo[3,4-b]pyridin-5-one CC=1C=C2C(=NC1N1CC=3C=C(C=NC3CC1)B1OC(C(O1)(C)C)(C)C)CNC2=O